5-benzenesulfonate sodium [Na+].C1=CC=CC(=C1)S(=O)(=O)[O-]